CCC(CCC(CCCCCCCCCCCCCC)O)O eicosane-3,6-diol